CNC[C@H](C)O (S)-1-(methylamino)-2-propanol